Kalium dicarbonat C(=O)([O-])OC(=O)[O-].[K+].[K+]